FCCCCCCCCCCCCS(=O)(=O)OCCCCCCCCCCCCCCCC hexadecyl fluorododecyl-sulfonate